C1(=CC=CC=C1)S(=O)(=O)CCC(=O)O 3-(phenylsulfonyl)propionic acid